3-Methyl-5-(N-(2-(4-(2-methylbenzoyl)piperazin-1-yl)phenyl)-N-phenethylsulfamoyl)benzofuran-2-carboxylic acid ethyl ester C(C)OC(=O)C=1OC2=C(C1C)C=C(C=C2)S(N(CCC2=CC=CC=C2)C2=C(C=CC=C2)N2CCN(CC2)C(C2=C(C=CC=C2)C)=O)(=O)=O